((2S,3S,4S,5S)-2,3,4,5-tetrahydroxyhexyl) carbamate C(N)(OC[C@@H]([C@@H]([C@H]([C@H](C)O)O)O)O)=O